[Na+].FC1=C(CN2CC(C2)C(=O)[O-])C=CC(=C1)C1=NOC(=N1)C1=CC=C(C=C1)CC(C)C 1-{2-fluoro-4-[5-(4-isobutylphenyl)-1,2,4-oxadiazol-3-yl]-benzyl}-3-azetidinecarboxylic acid sodium salt